NC=1C(=NC(=CC1C(F)(F)F)Cl)C#N 3-Amino-6-chloro-4-(trifluoromethyl)picolinonitrile